6-(3-Fluoro-5-isobutoxyphenyl)-N-(1H-pyrazol-5-ylsulfonyl)-2-(2,2,4-trimethylpyrrolidin-1-yl)pyridin-3-carboxamid FC=1C=C(C=C(C1)OCC(C)C)C1=CC=C(C(=N1)N1C(CC(C1)C)(C)C)C(=O)NS(=O)(=O)C1=CC=NN1